(4,5-bis(benzyloxy)-6-((2,3,4-tris(benzyloxy)-5-((benzyloxy)methyl)cyclohexyl)oxy)cyclohex-2-en-1-yl)methanol C(C1=CC=CC=C1)OC1C=CC(C(C1OCC1=CC=CC=C1)OC1C(C(C(C(C1)COCC1=CC=CC=C1)OCC1=CC=CC=C1)OCC1=CC=CC=C1)OCC1=CC=CC=C1)CO